1-benzyl-2-methyl-benzoic acid C(C1=CC=CC=C1)C1(C(=O)O)C(C=CC=C1)C